C(C)(=O)O[BH-](OC(C)=O)OC(C)=O Triacetoxyborohydride